(2-(5-acetamido-2,4-dichlorophenyl)hydrazono)propionic acid C(C)(=O)NC=1C(=CC(=C(C1)NN=C(C(=O)O)C)Cl)Cl